(4-(2-chloro-5-fluoro-phenyl)piperidin-1-yl)(5-(methylsulfonyl)-4,5,6,7-tetrahydro-1H-pyrazolo[4,3-c]pyridin-3-yl)methanone ClC1=C(C=C(C=C1)F)C1CCN(CC1)C(=O)C1=NNC2=C1CN(CC2)S(=O)(=O)C